undecane-2,2-diol CC(CCCCCCCCC)(O)O